C1=CC=CC2=C1CCCCC2=NO 6,7,8,9-tetrahydro-5H-benzo[7]annulen-5-one oxime